C(C1=CC=CC=C1)N1C=2C=CC(=CC2C=2C=C3C(=C(C12)C)C=CN=C3)OCCN3CCOCC3 4-[2-(6-benzyl-5-methyl-pyrido[4,3-b]carbazol-9-yl)oxyethyl]morpholine